ethylenediaminetetrapropionic acid C(CN(CCC(=O)O)CCN(CCC(=O)O)CCC(=O)O)C(=O)O